calcium laevulinate CC(=O)CCC(=O)[O-].CC(=O)CCC(=O)[O-].O.[Ca+2]